O=C1NC(CCC1N1C(C2=CC=CC(=C2C1=O)NCC1=CC=C(C=C1)CN(C(OC(C)(C)C)=O)C)=O)=O tert-butyl N-[[4-[[2-(2,6-dioxo-3-piperidyl)-1,3-dioxo-isoindolin-4-ylamino]methyl]phenyl]methyl]-N-methyl-carbamate